4-bromo-3-chloro-N-((1R,4R)-4-hydroxy-4-methylcyclohexyl)benzenesulfonamide BrC1=C(C=C(C=C1)S(=O)(=O)NC1CCC(CC1)(C)O)Cl